C(C)(C)(C)OC(=O)N[C@H](C(=O)O)C1=CC=CC=C1 (2S)-2-(tert-butoxycarbonylamino)-2-phenyl-acetic acid